N1-(3-bromo-5-fluorophenyl)-N2,N2-dimethylethane-1,2-diamine BrC=1C=C(C=C(C1)F)NCCN(C)C